4-(4,4,5,5-tetramethyl-1,3,2-dioxa-borolan-2-yl)pyridazine CC1(OB(OC1(C)C)C1=CN=NC=C1)C